(1r,4r)-4-azidocyclohexan-1-ol N(=[N+]=[N-])C1CCC(CC1)O